2-(3,5-dimethoxy-4-methylphenyl)ethanamine COC=1C=C(C=C(C1C)OC)CCN